FC1=CC=CC=2N=C(SC21)NC2=C(C1=C(N=N2)N(CCC1)C1=CC=CC(=N1)C(=O)[O-])C 6-[3-[(7-fluoro-1,3-benzothiazol-2-yl)amino]-4-methyl-6,7-dihydro-5H-pyrido[2,3-c]pyridazin-8-yl]-pyridine-2-carboxylate